ClC1=CC=C2CC[C@]3(C2=C1)[C@@H](C3)C(=O)NC3=NC=NC(=C3)NCC=3N=C1N(C=C(C=C1)C1CC1)C3 |r| rac-(1R*,2R*)-6'-chloro-N-(6-(((6-cyclopropylimidazo[1,2-a]pyridin-2-yl)methyl)amino)pyrimidin-4-yl)-2',3'-dihydrospiro[cyclopropane-1,1'-indene]-2-carboxamide